(S)-6-bromo-3-(3-(5-(trifluoromethyl)pyridin-2-yloxy)pyrrolidin-1-yl)pyridinecarboxaldehyde BrC1=CC=C(C(=N1)C=O)N1C[C@H](CC1)OC1=NC=C(C=C1)C(F)(F)F